ClC1(C(CC1=O)[C@@H](CS(=O)(=O)N(CC1=CC=C(C=C1)OC)CC1=CC=C(C=C1)OC)C)Cl (2S)-2-(2,2-dichloro-3-oxocyclobutyl)-N,N-bis(4-methoxybenzyl)propane-1-sulfonamide